N-(p-toluenesulfonyloxy)succinimide cadmium mercury [Hg].[Cd].CC1=CC=C(C=C1)S(=O)(=O)ON1C(CCC1=O)=O